O=C1N(C(C=C1)=O)CCOCCOCCOCCC(=O)OC1=C(C(=CC(=C1F)F)F)F 2,3,5,6-tetrafluorophenyl 3-(2-(2-(2-(2,5-dioxo-2,5-dihydro-1H-pyrrol-1-yl) ethoxy) ethoxy) ethoxy)propanoate